2-Hydroxyethyl-(S,E)-(7-(dimethylamino)-1-((1-((7-isobutylbenzo[d]oxazol-2-yl)methyl)-2-oxo-1,2-dihydropyridin-3-yl)amino)-1,7-dioxohept-5-en-2-yl)carbamat OCCOC(N[C@H](C(=O)NC=1C(N(C=CC1)CC=1OC2=C(N1)C=CC=C2CC(C)C)=O)CC\C=C\C(=O)N(C)C)=O